FC=1C=C(N)C=CC1N1CCC(CC1)N(C)C 3-fluoro-4-(4-dimethylaminopiperidin-1-yl)aniline